1,2-benzenedicarbothioic acid, S,S-dipropyl ester C=1(C(=CC=CC1)C(SCCC)=O)C(SCCC)=O